C(CCCCCCC)OCC(COCCCCCCCC)OP(OC(COCCCCCCCC)COCCCCCCCC)(O)=O bis(1,3-dioctyloxypropan-2-yl)-phosphoric acid